C1(=CC=CC=C1)C1=CN=CC=2C=CC3=C(C12)C=CC=1C=2C=CC=CC2C=CC13 phenylphenanthro[2,1-f]isoquinoline